1-(2-(1-methyl-1H-pyrazol-4-yl)quinolin-4-yl)propane-1,3-diamine CN1N=CC(=C1)C1=NC2=CC=CC=C2C(=C1)C(CCN)N